NC1=C(C=C(C=N1)C1=CC=C(C=C1)C(=O)N1[C@H](CCC1)CN1CCCC1)OCC1=C(C=CC(=C1)F)C(F)(F)F {4-[6-amino-5-(5-fluoro-2-trifluoromethyl-benzyloxy)-pyridin-3-yl]-phenyl}-[(2R)-2-pyrrolidin-1-ylmethyl-pyrrolidin-1-yl]-methanone